C(C)OC=1C(=CC2=C(NC(=N2)C2=C(C=3C(NC2=O)=CN(N3)CC)N[C@@H](C)C3=NC=CC=N3)C1)OC (S)-6-(6-ethoxy-5-methoxy-1H-benzo[d]imidazol-2-yl)-2-ethyl-7-((1-(pyrimidin-2-yl)-ethyl)amino)-2H-pyrazolo[4,3-b]pyridin-5(4H)-one